CN1CCC(CC1)B(O)O 1-METHYL-PIPERIDINE-4-BORONIC ACID